6-chloro-7-(3-cyanophenyl)-N2-(tetrahydro-2H-pyran-4-yl)-3,4-dihydropyrrolo[1,2-a]pyrazine-2,8(1H)-dicarboxamide ClC1=C(C(=C2N1CCN(C2)C(=O)NC2CCOCC2)C(=O)N)C2=CC(=CC=C2)C#N